COC(C(CN1N=CC(=C1)C1=NC(=CC=C1)N)(C)C)=O 3-(4-(6-Aminopyridin-2-yl)-1H-pyrazol-1-yl)-2,2-dimethylpropionic acid methyl ester